2-(3''-chloro-4''-((3,5-difluoropyridin-2-yl)methoxy)-5',6''-dimethyl-2,2''-diKeto-2H,2''H-[1,2':4',1''-terpyridine]-3-yl)-2-methylpropionitrile ClC=1C(N(C(=CC1OCC1=NC=C(C=C1F)F)C)C1=CC(=NC=C1C)N1C(C(=CC=C1)C(C#N)(C)C)=O)=O